(tetramethylcyclopentadienyl)(1-adamantylamino)dimethyl-titanium CC=1C(=C(C(C1)(C)[Ti](C)(C)NC12CC3CC(CC(C1)C3)C2)C)C